(E)-2-fluoro-3-(pyrazin-2-yl)acrylic acid ethyl ester C(C)OC(/C(=C\C1=NC=CN=C1)/F)=O